2-(2-amino-6-((4-aminophenyl)amino)-9H-purin-9-yl)-N-(5-(pyridin-3-yl)-1H-pyrazol-3-yl)acetamide NC1=NC(=C2N=CN(C2=N1)CC(=O)NC1=NNC(=C1)C=1C=NC=CC1)NC1=CC=C(C=C1)N